1-(5-(2-amino-8-methyl-8H-imidazo[4',5':3,4]benzo[1,2-d]thiazol-5-yl)-4-methylpyridin-2-yl)propan-1-one NC=1SC2=C(N1)C=C(C1=C2N(C=N1)C)C=1C(=CC(=NC1)C(CC)=O)C